1-(2-methylbenzyl)cyclopropane-1-carboxylic acid CC1=C(CC2(CC2)C(=O)O)C=CC=C1